N=C1OC=CN1CC1=CC=CC=2NC(=NC21)NC(C)(C)C2=CC(=CC=C2)C(F)(F)F 4-[(2-imino-2,3-dihydro-1,3-oxazol-3-yl)methyl]-N-{2-[3-(trifluoromethyl)phenyl]propan-2-yl}-1H-1,3-benzodiazol-2-amine